C1(=CC=C(C=C1)N(C1=CC=2C3=C(C(C2C=C1)(C)C)C=CC1=C3OC3=C1C=CC=C3)C3=CC=C(C=C3)C3=CC=CC=C3)C3=CC=CC=C3 N,N-di([1,1'-biphenyl]-4-yl)-7,7-dimethyl-7H-fluoreno[4,3-b]benzofuran-10-amine